F[C@@H]1C[C@H](N(C1)C(=O)C1(OCCCC1)C(F)(F)F)C(=O)OC methyl (2S,4R)-4-fluoro-1-[2-(trifluoromethyl)oxane-2-carbonyl]pyrrolidine-2-carboxylate